C1=CC=CC=2C=CC3=C(OC4=C3C=C(C=C4)C4=NC=NC(=N4)C4=CC=CC=C4)C12 4-(naphtho[1,2-b]benzofuran-8-yl)-6-phenyl-1,3,5-triazine